CN1N=C(C(=C1C)C=1C=NC=2CCN=CC2C1)C 3-(1,3,5-trimethyl-1H-pyrazol-4-yl)-7,8-dihydro-1,6-naphthyridin